5-(2-(1-adamantyl)-2-butoxycarbonylmethyloxycarbonyl)-7-oxo-bicyclo[2.2.1]Hept-2-ene C12(CC3CC(CC(C1)C3)C2)C(C)(CC)OC(=O)COC(=O)C2C3C=CC(C2)C3=O